2-cyclopropoxy-3,4,5,6-tetrafluoro-N-(pyridin-3-yl)benzenesulfonamide C1(CC1)OC1=C(C(=C(C(=C1F)F)F)F)S(=O)(=O)NC=1C=NC=CC1